potassium N-isopropylglycinate C(C)(C)NCC(=O)[O-].[K+]